N=1NC(C=CC1)(C=1N=NC=CC1)O bipyridazin-3-ol